O=C1NC(CCC1N1C(C2=CC=CC(=C2C1=O)CCC1CCN(CC1)C1=CC=C(C(=O)OC(C)(C)C)C=C1)=O)=O tert-butyl 4-(4-(2-(2-(2,6-dioxopiperidin-3-yl)-1,3-dioxoisoindolin-4-yl)ethyl)piperidin-1-yl)benzoate